C(=O)O.NCCCNC(=O)N1CCN(CC1)C(C1=C(C=C(C=C1)NC=1C=2N(C=CN1)C(=CN2)C=2C(=NNC2)C(F)(F)F)C)=O N-(3-aminopropyl)-4-[2-methyl-4-[[3-[3-(trifluoromethyl)-1H-pyrazol-4-yl]imidazo[1,2-a]pyrazin-8-yl]amino]benzoyl]piperazine-1-carboxamide formate